tert-butyl (R)-6-(4-chlorobenzyl)-9-(4-cyano-2-fluorophenyl)-7,10-dioxo-2,6,9-triazaspiro[4.5]decane-2-carboxylate ClC1=CC=C(CN2[C@@]3(CCN(C3)C(=O)OC(C)(C)C)C(N(CC2=O)C2=C(C=C(C=C2)C#N)F)=O)C=C1